3-((4,4-bis(octyloxy)butanoyl)oxy)-2-((((4-nitrophenoxy)carbonyl)oxy)methyl)propyl dodecanoate C(CCCCCCCCCCC)(=O)OCC(COC(CCC(OCCCCCCCC)OCCCCCCCC)=O)COC(=O)OC1=CC=C(C=C1)[N+](=O)[O-]